3-(2-isopropyl-5-methyl-phenyl)thiourea C(C)(C)C1=C(C=C(C=C1)C)NC(N)=S